CC12CCC(CC1)(CC2)NC(=O)OC(C)C Methyl-4-(isopropoxycarbonylamino)bicyclo[2.2.2]octane